FC(F)C=1C(=NC=C(C1)C1=NC(=NC(=C1)N1CCOCC1)N1CCOCC1)N difluoromethyl-5-(2,6-dimorpholinopyrimidin-4-yl)pyridin-2-amine